calcium bis[4-(1,1,3,3-tetramethylbutyl)phenyl]phosphate CC(CC(C)(C)C)(C)C1=CC=C(C=C1)OP(=O)(OC1=CC=C(C=C1)C(CC(C)(C)C)(C)C)[O-].[Ca+]